1-{1-[4-chloro-4'-(pyrrolidin-1-yl)[1,1'-biphenyl]-2-yl]piperidin-3-yl}-5-(difluoromethyl)-1H-pyrazole-4-carboxylic acid ethyl ester C(C)OC(=O)C=1C=NN(C1C(F)F)C1CN(CCC1)C1=C(C=CC(=C1)Cl)C1=CC=C(C=C1)N1CCCC1